C[Si](C1=CCC(C=C1)C)(C)C trimethyl(4-methyl-1,5-cyclohexadien-1-yl)silane